6-OXO-PIPERAZINE-2-CARBOXYLIC ACID O=C1CNCC(N1)C(=O)O